2-((oxobis(3-(4,4,5,5-tetramethyl-1,3,2-dioxaborolan-2-yl)-5-(trifluoromethoxy)phenyl)-λ6-sulfanylidene)amino)acetic acid O=S(C1=CC(=CC(=C1)OC(F)(F)F)B1OC(C(O1)(C)C)(C)C)(C1=CC(=CC(=C1)OC(F)(F)F)B1OC(C(O1)(C)C)(C)C)=NCC(=O)O